CN(CCC(=O)N(CCCCCCCC(=O)OCCCC(CCCCCC)CCCCCC)CCCCCCCC(=O)OCCCC(CCCCCC)CCCCCC)C 4-hexyldecyl 8-[3-(dimethylamino)propanoyl-[8-(4-hexyldecoxy)-8-oxo-octyl]amino]octanoate